2-(azidomethyl)-5-chloro-pyridazin-3-one N(=[N+]=[N-])CN1N=CC(=CC1=O)Cl